NC1=CC=C(OC2=CC(=NC=N2)N)C=C1 6-(4-aminophenoxy)pyrimidin-4-amine